CC1=NC(=NC=2N([C@H](C(NC12)=O)C)C)N[C@H]1CO[C@H](C1)COC1=CC(=C(C(=C1)F)F)F (7S)-4,7,8-trimethyl-2-(((3R,5R)-5-((3,4,5-trifluorophenoxy)methyl)-tetrahydrofuran-3-yl)amino)-7,8-dihydropteridin-6(5H)-one